2-ethyl-1,3-Hexanediol dimethacrylate C(C(=C)C)(=O)OCC(C(CCC)OC(C(=C)C)=O)CC